FC1=C(OC2CCC(CC2)(C(=O)O)C)C=C(C(=C1)OC)C(NC1C(CCC1)C(NC1=CC(=C(C=C1)F)S(F)(F)(F)(F)F)=O)=O 4-(2-fluoro-5-((2-((4-fluoro-3-(pentafluoro-λ6-sulfaneyl)phenyl)carbamoyl)cyclopentyl)carbamoyl)-4-methoxyphenoxy)-1-methylcyclohexane-1-carboxylic acid